4-methoxymethyl-2,6-di-tert-butylphenol COCC1=CC(=C(C(=C1)C(C)(C)C)O)C(C)(C)C